5-[1-(2,5-difluorophenyl)ethylamino]-N-[8-[4-[4-[(2,6-dioxo-3-piperidyl)amino]phenyl]-1-piperidyl]octyl]pyrazolo[1,5-a]pyrimidine-3-carboxamide trifluoroacetate FC(C(=O)O)(F)F.FC1=C(C=C(C=C1)F)C(C)NC1=NC=2N(C=C1)N=CC2C(=O)NCCCCCCCCN2CCC(CC2)C2=CC=C(C=C2)NC2C(NC(CC2)=O)=O